C(CCCCCCCCCCC)C1=CC(=CC=C1O)C 6-(dodecyl)-4-methylphenol